3-cyano-4-phenyl-2-(2,4-dimethoxyphenyl)-1,2-dihydropyrimido[1,2-a]benzimidazole C(#N)C=1C(NC2=NC3=C(N2C1C1=CC=CC=C1)C=CC=C3)C3=C(C=C(C=C3)OC)OC